16-docosenoic acid methyl ester COC(CCCCCCCCCCCCCCC=CCCCCC)=O